ClC1=C(C=CC(=C1C)F)N(C(=O)C=1NC(C=CC1)=O)C N-(2-chloro-4-fluoro-3-methylphenyl)-N-methyl-6-oxo-1,6-dihydropyridine-2-carboxamide